C(#N)[C@@H](C[C@@H]1C(NCCC1)=O)NC(=O)[C@@H]1N([C@H]2CC([C@@H]1CC2)(F)F)C([C@H](CC2CC2)NC=2C=NN(C2)C)=O (1R,3R,4R)-N-((R)-1-cyano-2-((R)-2-oxopiperidin-3-yl)ethyl)-2-((S)-3-cyclopropyl-2-((1-methyl-1H-pyrazol-4-yl)amino)propanoyl)-5,5-difluoro-2-azabicyclo[2.2.2]octane-3-carboxamide